[Si](C)(C)(C(C)(C)C)OCC1=C(N=NN1)C1=CC=C(C(=N1)C)[N+](=O)[O-] 6-(5-(((tert-butyldimethylsilyl)oxy)methyl)-1H-1,2,3-triazol-4-yl)-2-methyl-3-nitropyridine